7-amino-3-bromo-6-(3-methoxy-2,6-dimethylphenyl)-5-oxo-5,6-dihydro-1,6-naphthyridine-8-carboxylic acid ethyl ester C(C)OC(=O)C1=C(N(C(C=2C=C(C=NC12)Br)=O)C1=C(C(=CC=C1C)OC)C)N